3-(3-cyclopropylisothiazol-5-yl)aniline C1(CC1)C1=NSC(=C1)C=1C=C(N)C=CC1